ClC=1C(=NC(=NC1)N[C@H]1[C@@H]([C@@H]2CC[C@H](C1)O2)O)C=2C=C1C(=C(C=NC1=C(C2)F)C(C)(C)O)C (1S,2S,3R,5R)-3-((5-chloro-4-(8-fluoro-3-(2-hydroxypropan-2-yl)-4-methylquinolin-6-yl)pyrimidin-2-yl)amino)-8-oxabicyclo[3.2.1]octan-2-ol